amino-7-cyclopropyl-1-(2,3-dihydro-1H-indol-4-yl)pyrido[2,3-d]pyrimidin-2-one NC=1C2=C(N(C(N1)=O)C1=C3CCNC3=CC=C1)N=C(C=C2)C2CC2